S-benzyl-cysteine Tert-Butyl-3-(5-cyano-6-(methylthio)picolinamido)propanoate C(C)(C)(C)C(C(=O)O)CNC(C1=NC(=C(C=C1)C#N)SC)=O.C(C1=CC=CC=C1)SC[C@H](N)C(=O)O